C(C1=CC=CC=C1)OC1CC(C1)=NO 3-(benzyloxy)cyclobutan-1-one oxime